(1-(8-((2,3-dichlorophenyl)thio)imidazo[1,2-c]pyrimidin-5-yl)piperidin-4-yl)methanamine ClC1=C(C=CC=C1Cl)SC=1C=2N(C(=NC1)N1CCC(CC1)CN)C=CN2